ClC1=C(C(=O)N(C)C)C=CC(=C1)OC1CC(C1)CC1CCN(CC1)C([C@](C(F)(F)F)(O)C1=CC(=CC=C1)C1CC1)=O |o1:25| 2-chloro-4-((1R,3s)-3-((1-((R or S)-2-(3-cyclopropylphenyl)-3,3,3-trifluoro-2-hydroxypropanoyl)piperidin-4-yl)methyl)cyclobutoxy)-N,N-dimethylbenzamide